FC(C(=O)[O-])(F)F.COC1CCC(CC1)[NH3+] 4-methoxycyclohexan-1-aminium 2,2,2-trifluoroacetate